N2-(6-chloropyridin-3-yl)-6-methylpyridine-2,3-diamine ClC1=CC=C(C=N1)NC1=NC(=CC=C1N)C